HEPTADECENE CCCCCCCCCCCCCCCC=C